FC=1C=C2C=C(NC2=CC1OCC=1N=CSC1)CNC(C([2H])([2H])[2H])=O N-({5-fluoro-6-[(1,3-thiazol-4-yl)methoxy]-2-indolyl}methyl)(2,2,2-2H3)acetamide